ammonium gamma-aminobutyric acid NCCCC(=O)O.[NH4+]